2,2'-bis(2-chlorophenyl)-4,4',5,5-tetraphenylbiimidazole ClC1=C(C=CC=C1)C1(NC(C(=N1)C1=CC=CC=C1)(C1=CC=CC=C1)C1=CC=CC=C1)C1(N=CC(=N1)C1=CC=CC=C1)C1=C(C=CC=C1)Cl